C(C)(=O)N1CCC(CC1)(OC)C=1C(N(C2=C(C(=NC(=C2C1)Cl)C)C#CCN(C)C)C)=O 3-(1-Acetyl-4-methoxypiperidin-4-yl)-5-chloro-8-(3-(dimethylamino)prop-1-yn-1-yl)-1,7-dimethyl-1,6-naphthyridin-2(1H)-one